BrC=1C=C(C=CC1)N1C=2N(C3=C1C=CC=C3)C3=C(N2)C=CC=C3 5-(3-bromophenyl)-5H-benzo[d]benzo[4,5]imidazo[1,2-a]imidazole